C(CCCCCCCCCCCCCCCCC)(=O)OCCCCCCC(OC(NCCOCCN(C)C)=O)CCCCCCOC(CCCCCCCCCCCCCCCCC)=O 2-methyl-9-oxo-11-{6-[(1-oxooctadecyl) oxy] hexyl}-2,8-diaza-5,10-dioxaheptadecan-17-yl octadecanoate